C1(CC1)CS(=O)C1=CC=C(O1)C(=O)OC methyl 5-(cyclopropylmethylsulfinyl)furan-2-carboxylate